4'-methoxy-[1,1'-biphenyl]-4-sulfonyl chloride COC1=CC=C(C=C1)C1=CC=C(C=C1)S(=O)(=O)Cl